Methyl 4-(benzyloxy)-7-(3-chlorophenyl)isoquinoline-3-carboxylate C(C1=CC=CC=C1)OC1=C(N=CC2=CC(=CC=C12)C1=CC(=CC=C1)Cl)C(=O)OC